CN1N=CC(=C1)C1=CC=2C3=C(N=CC2C=C1)NC=C3CO (8-(1-methyl-1H-pyrazol-4-yl)-3H-pyrrolo[2,3-c]isoquinolin-1-yl)methanol